Tributyl-tetra(4-fluorophenyl)ammonium borate B([O-])([O-])[O-].C(CCC)C=1C(=C(C(=C(C1)[N+](C1=CC=C(C=C1)F)(C1=CC=C(C=C1)F)C1=CC=C(C=C1)F)CCCC)CCCC)F.C(CCC)C=1C(=C(C(=C(C1)[N+](C1=CC=C(C=C1)F)(C1=CC=C(C=C1)F)C1=CC=C(C=C1)F)CCCC)CCCC)F.C(CCC)C=1C(=C(C(=C(C1)[N+](C1=CC=C(C=C1)F)(C1=CC=C(C=C1)F)C1=CC=C(C=C1)F)CCCC)CCCC)F